N-Boc-L-prolyl-18O-amide C(=O)(OC(C)(C)C)N1[C@@H](CCC1)C(=[18O])[NH-]